C(C)(C)(C)OC(=O)N1C[C@H](CCC1)C1=CC=C(C=C1)N.CC1=CC=C(C=C1)S(=O)[O-].[Na+] sodium 4-methylbenzenesulfinate tert-butyl-(R)-3-(4-aminophenyl)piperidine-1-carboxylate